CN1N=CC(=C1)NC1=NC=CC(=C1)C=1C=NN(C1)C1CN(C1)C(=O)OC(C)(C)C tert-butyl 3-(4-(2-((1-methyl-1H-pyrazol-4-yl)amino)pyridine-4-yl)-1H-pyrazol-1-yl)azetidin-1-carboxylate